1-[(E)-[4-[1,4-dimethyl-5-[1-oxo-5-(trifluoromethoxy)isoindolin-2-yl]pyrazol-3-yl]phenyl]methyleneamino]-3-(2-isopropyl-5-methyl-phenyl)thiourea CN1N=C(C(=C1N1C(C2=CC=C(C=C2C1)OC(F)(F)F)=O)C)C1=CC=C(C=C1)\C=N\NC(=S)NC1=C(C=CC(=C1)C)C(C)C